NC1=CC(=NC=[N+]1[O-])NC1=CC(=C2N(C1=O)C1(NC2=O)CCCCC1)C 6-amino-4-((8'-methyl-1',5'-dioxo-1',5'-dihydro-2'H-spiro[cyclohexane-1,3'-imidazo[1,5-a]pyridin]-6'-yl)amino)pyrimidine 1-oxide